C12(CCCC2C1)C=1C=C(C(=NC1)NC(C1=C(C=CC(=C1)[N+](=O)[O-])SC1=NN=NN1C)=O)F N-(5-{bicyclo[3.1.0]hexan-1-yl}-3-fluoropyridin-2-yl)-2-[(1-methyl-1H-1,2,3,4-tetrazol-5-yl)sulfanyl]-5-nitrobenzamide